7-chloro-10-(3-(4-chloro-3,5-dimethylphenoxy)propyl)-6-(2-(hydroxymethyl)-4,6-dimethylpyrimidin-5-yl)-4-methyl-1-oxo-3,4-dihydropyrazino[1,2-a]indol ClC=1C=CC=2C(=C3N(C2C1C=1C(=NC(=NC1C)CO)C)C(CNC3=O)C)CCCOC3=CC(=C(C(=C3)C)Cl)C